NC1=NC(=CC(=N1)N1CCC2(C[C@H](NC2)C(=O)O)CC1)O[C@@H](C(F)(F)F)C1=C(C=C(C=C1)C=1CCCCC1)N1N=C(C=C1)C (S)-8-(2-amino-6-((R)-2,2,2-trifluoro-1-(3-(3-methyl-1H-pyrazol-1-yl)-2',3',4',5'-tetrahydro-[1,1'-biphenyl]-4-yl)ethoxy)pyrimidin-4-yl)-2,8-diazaspiro[4.5]decane-3-carboxylic acid